(7Z,11Z,13E)-7,11,13-hexadecatrienol C(CCCCC\C=C/CC\C=C/C=C/CC)O